C(C)(C)(C)C=1C=C(C(=O)N2[C@@H]3C[C@@H]3C[C@@H]2C(=O)O)C=CC1 (1R,3R,5R)-2-(3-(tert-butyl)benzoyl)-2-azabicyclo[3.1.0]hexane-3-carboxylic acid